NC[C@H](C1=CC=C(C=C1)C=1C(=NOC1C)C)[N+]1=NOC(=C1)[N-]C(NC1=CC(=CC(=C1)C(F)(F)F)NC(CC1=CC=CC=C1)=O)=O (S)-(3-(2-Amino-1-(4-(3,5-dimethylisoxazol-4-yl)phenyl)ethyl)-1,2,3-oxadiazol-3-ium-5-yl)((3-(2-phenylacetamido)-5-(trifluoromethyl)phenyl)carbamoyl)amide